(S)-5-((((3'-Chloro-2'-(2-chloro-3-((4-(((2-hydroxyethyl)amino)methyl)-3-methoxypyridin-2-yl)amino)phenyl)-6-methoxy-[2,4'-bipyridin]-5-yl)methyl)amino)methyl)pyrrolidin-2-one ClC=1C(=NC=CC1C1=NC(=C(C=C1)CNC[C@@H]1CCC(N1)=O)OC)C1=C(C(=CC=C1)NC1=NC=CC(=C1OC)CNCCO)Cl